C(C=C)[In] allylindium